N-(1-cyclohexylvinyl)acetamide C1(CCCCC1)C(=C)NC(C)=O